O1C(=CC=C1)C(=O)N1CCCC2=CC(=CC=C12)[N+](=O)[O-] N-furoyl-6-nitro-1,2,3,4-tetrahydroquinoline